ClC1=C(C=C(C=C1)[C@@H](CNC(=O)C1CC1)NC(OC(C)(C)C)=O)N1N=CN=C1C(F)F tert-butyl (S)-(1-(4-chloro-3-(5-(difluoromethyl)-1H-1,2,4-triazol-1-yl)phenyl)-2-(cyclopropanecarboxamido)ethyl)carbamate